C(C\C=C/CCC)OC(CCCCCCCCN(CCCCCCCC(=O)OCCCCCCCCC)CCO)OCC\C=C/CCC nonyl 8-((9,9-bis(((Z)-hept-3-en-1-yl)oxy)nonyl)(2-hydroxyethyl)amino)octanoate